[Si](C)(C)(C(C)(C)C)OCCN1CCC(CC1)C=1C=CC2=C(NC(=N2)NC2=NC3=CC=C(C=C3N=C2)C#N)C1 2-((6-(1-(2-((tert-butyldimethylsilyl)oxy)ethyl)piperidin-4-yl)-1H-benzo[d]imidazol-2-yl)amino)quinoxaline-6-carbonitrile